(S)-7-(2-benzyl-3-chloro-7-oxo-2,4,5,7-tetrahydro-6H-pyrazolo[3,4-C]pyridin-6-yl)-5-methyl-1-((2-(trimethylsilyl)ethoxy)methyl)-1,5,7,8-tetrahydro-6H-[1,4]oxazepino[3,2-f]indazol-6-one C(C1=CC=CC=C1)N1N=C2C(N(CCC2=C1Cl)[C@@H]1C(N(C=2C=C3C=NN(C3=CC2OC1)COCC[Si](C)(C)C)C)=O)=O